(1s,3s)-3-(benzo[d]thiazol-4-yl)cyclobutyl ((2-(2,6-dioxopiperidin-3-yl)-3-oxoisoindolin-5-yl)methyl)carbamate O=C1NC(CC[C@@H]1N1CC2=CC=C(C=C2C1=O)CNC(OC1CC(C1)C1=CC=CC2=C1N=CS2)=O)=O